C(C)(C)(C)OC1=CC=C(C=C1)C(CCCCO)=C 5-(4-tert-butoxyphenyl)-5-hexen-1-ol